FC(C=1C=C(C=C(C1)OCC(F)(F)F)C1(CC1)NC(CC(C)(O)C1=C(C=C(C=C1)F)F)=O)F N-(1-(3-(difluoromethyl)-5-(2,2,2-trifluoroethoxy)phenyl)cyclopropyl)-3-(2,4-difluorophenyl)-3-hydroxybutanamide